C(C)(=O)OCN1N=C(N=N1)CC[C@@]1(C[C@@H]2C[C@H](N(C[C@@H]2CC1)C(=O)OC(C)(C)C)C(=O)OCC(CC)CC)F tert-Butyl (3S,4aS,6S,8aR)-6-{2-[2-(acetoxymethyl)-2H-tetraazol-5-yl]ethyl}-3-(2-ethylbutoxycarbonyl)-6-fluoroperhydro-2-isoquinolinecarboxylate